N-(3-fluorophenyl)-4-(furo[3,2-c]pyridin-4-yl)benzamide FC=1C=C(C=CC1)NC(C1=CC=C(C=C1)C1=NC=CC2=C1C=CO2)=O